4-methyl-3-(methylsulfonyl)-N-((2-(3-(pyridin-3-yl)phenyl)-1,6-naphthyridin-7-yl)methyl)benzamide CC1=C(C=C(C(=O)NCC2=NC=C3C=CC(=NC3=C2)C2=CC(=CC=C2)C=2C=NC=CC2)C=C1)S(=O)(=O)C